CN(C(OC(C)(C)C)=O)C[C@@H]1CCOC2=C(C=CC=C12)C1=NN(C=C1)C tert-butyl (R)-methyl((8-(1-methyl-1H-pyrazol-3-yl)chroman-4-yl)methyl)carbamate